COC1=C(C=C(C=C1)[C@H](C=C)C2=CC(=C(C=C2O)C(=O)OC)O)O The molecule is a benzoate ester that is methyl 2,5-dihydroxybenzoate substituted by a prop-2-en-1-yl group at position 4 which in turn is substituted by a 3-hydroxy-4-methoxyphenyl substituent at position 1. It has been isolated from Pterocarpus santalinus. It has a role as a metabolite and a plant metabolite. It is a member of hydroquinones, a benzoate ester and an aromatic ether.